4-(3-(5-(Cyclopentylsulfonyl)-1,4,5,6-tetrahydropyrrolo[3,4-d]imidazol-2-yl)-1H-indazol-6-yl)-5-ethyl-2-fluorophenol C1(CCCC1)S(=O)(=O)N1CC=2NC(=NC2C1)C1=NNC2=CC(=CC=C12)C1=CC(=C(C=C1CC)O)F